(2,7-di-tert-butyl-9,9-dimethyl-9H-xanthene-4,5-diyl)bis((4-methoxyphenyl)(phenyl)phosphine) C(C)(C)(C)C1=CC=2C(C3=CC(=CC(=C3OC2C(=C1)P(C1=CC=CC=C1)C1=CC=C(C=C1)OC)P(C1=CC=CC=C1)C1=CC=C(C=C1)OC)C(C)(C)C)(C)C